8-cyclopropaneformyl-3,8-diazabicyclo[3.2.1]octane hydrochloride Cl.C1(CC1)C(=O)N1C2CNCC1CC2